3-(6-methyl-5-(4-oxopiperidin-1-yl)pyridin-2-yl)piperidine-2,6-dione CC1=C(C=CC(=N1)C1C(NC(CC1)=O)=O)N1CCC(CC1)=O